Ethyl 1-(4-(N-(6-(8-(benzo[d]thiazol-2-ylcarbamoyl)-3,4-dihydroisoquinolin-2(1H)-yl)-3-(1-(2-ethylbutyl)-5-methyl-1H-pyrazol-4-yl)picolinoyl)sulfamoyl)phenyl)piperidine-4-carboxylate S1C(=NC2=C1C=CC=C2)NC(=O)C=2C=CC=C1CCN(CC21)C2=CC=C(C(=N2)C(=O)NS(=O)(=O)C2=CC=C(C=C2)N2CCC(CC2)C(=O)OCC)C=2C=NN(C2C)CC(CC)CC